N-(2-(5-ethyl-1,4-diazepan-1-yl)-5-fluoropyrimidin-4-yl)-1H-indazol-5-amine C(C)C1NCCN(CC1)C1=NC=C(C(=N1)NC=1C=C2C=NNC2=CC1)F